ammonium 4-styrenesulfonate C=CC1=CC=C(C=C1)S(=O)(=O)[O-].[NH4+]